ammonium chromium hydroxide [OH-].[Cr].[NH4+]